N1C=CC=2C1=CN=C(C2)NC(C)=O N-{1H-pyrrolo[2,3-c]pyridin-5-yl}acetamide